7-di-ethylamino-3-(4'-isothiocyanatophenyl)-4-methylcoumarin C(C)N(C1=CC=C2C(=C(C(OC2=C1)=O)C1=CC=C(C=C1)N=C=S)C)CC